CC1=NOC(=N1)C1=NN2C(=NC=3C=CC=CC3C2=N1)N[C@H]1CNCCCC1 (3R)-3-{[2-(3-methyl-1,2,4-oxadiazol-5-yl)[1,2,4]triazolo[1,5-c]quinazolin-5-yl]amino}azepan